(6R)-6-{[7-bromo-2-(1-methyl-1H-pyrazol-4-yl)[1,2,4]triazolo[1,5-c]quinazolin-5-yl]amino}-1-imino-1λ6,4-thiazepane-1,5-dione BrC1=CC=CC=2C=3N(C(=NC12)N[C@@H]1C(NCCS(C1)(=O)=N)=O)N=C(N3)C=3C=NN(C3)C